(S)-N-(1-hydroxypropan-2-yl)-4-methyl-2-(4-(trifluoromethyl)phenyl)quinoline OCC(C)N1[C@@H](C=C(C2=CC=CC=C12)C)C1=CC=C(C=C1)C(F)(F)F